N-(3-methoxy-5-((6-methoxyquinolin-4-yl)oxy)phenyl)acetamide methyl-(S)-3,3-dimethyl-2-(4-(trifluoromethyl)-1H-1,2,3-triazol-1-yl)butanoate COC([C@H](C(C)(C)C)N1N=NC(=C1)C(F)(F)F)=O.COC=1C=C(C=C(C1)OC1=CC=NC2=CC=C(C=C12)OC)NC(C)=O